isopentylthiazole-4-carboxamide C(CC(C)C)C=1SC=C(N1)C(=O)N